(S)-1-(4-aminobenzyl)-3,4-dimethyl-2-oxo-N-(2,4,6-trifluorobenzyl)-1,2,3,4-tetrahydro-quinazoline-7-carboxamide NC1=CC=C(CN2C(N([C@H](C3=CC=C(C=C23)C(=O)NCC2=C(C=C(C=C2F)F)F)C)C)=O)C=C1